azanic acid N(=O)O